3-Methoxy-4-octadecyl-oxybenzaldehyd COC=1C=C(C=O)C=CC1OCCCCCCCCCCCCCCCCCC